ClC1=C2C(=NC=C1C=1C=C(C=CC1)N1C(CN(CC1)CCCOC1CCNCC1)=O)NC=C2CC(F)F 1-(3-(4-chloro-3-(2,2-difluoroethyl)-1H-pyrrolo[2,3-b]pyridin-5-yl)phenyl)-4-(3-(piperidin-4-yloxy)propyl)piperazin-2-one